(2S)-2-(((4-nitrophenoxy)(phenoxy)phosphoryl)amino)butanoic acid 2-ethylbutyl ester C(C)C(COC([C@H](CC)NP(=O)(OC1=CC=CC=C1)OC1=CC=C(C=C1)[N+](=O)[O-])=O)CC